1,1,1,2,2,3,3-heptafluoropentane FC(C(C(CC)(F)F)(F)F)(F)F